C(C)(C)C=1N(C=CC1C(=O)O)CCCC1=CC=CC=C1 2-Isopropyl-1-(3-phenylpropyl)-1H-pyrrole-3-carboxylic acid